(R)-6-(((1,1,1,3,3,3-hexafluoropropan-2-yl)oxy)carbonyl)-6-azaspiro[2.5]octane-1-carboxylic acid FC(C(C(F)(F)F)OC(=O)N1CCC2(C[C@H]2C(=O)O)CC1)(F)F